lithium quinolone N1C(C=CC2=CC=CC=C12)=O.[Li]